N1=C(C=CC=C1)C1=NN(C=C1C1=CC=NC2=CC=CC=C12)CC(=O)NCC1=CC=C(C(=O)OC(C)(C)C)C=C1 tert-butyl 4-((2-(3-(pyridin-2-yl)-4-(quinolin-4-yl)-1H-pyrazol-1-yl)acetamido)methyl)benzoate